S(=O)(=O)=CCC(=O)O.NCC(=O)NC=1C=CC=C2C=CC=NC12 2-amino-N-(quinoline-8-yl)acetamide 3-sulfonylpropionate